benzyl 3-amino-4-hydroxybenzoate NC=1C=C(C(=O)OCC2=CC=CC=C2)C=CC1O